FC(C1(CC1)C=1C=C(C=CC1)C1CN(C1)C(=O)OC(C)(C)C)(F)F tert-Butyl 3-[3-[1-(trifluoromethyl)cyclopropyl]phenyl]azetidine-1-carboxylate